2-[3-(dibenzylamino)-2-fluoro-4-nitrophenyl]acetic acid methyl ester COC(CC1=C(C(=C(C=C1)[N+](=O)[O-])N(CC1=CC=CC=C1)CC1=CC=CC=C1)F)=O